OC1=C(C(=CC(=C1CN(C(OC1CCCCC1)=O)C)CCCCC)O)C1C(CCC(=C1)C)C(=C)C cyclohexyl ((2,6-dihydroxy-5'-methyl-4-pentyl-2'-(prop-1-en-2-yl)-1',2',3',4'-tetrahydro-[1,1'-biphenyl]-3-yl)methyl)(methyl)carbamate